3-[5-(2-hydroxyethyl)-1-oxo-isoindolin-2-yl]piperidine-2,6-dione OCCC=1C=C2CN(C(C2=CC1)=O)C1C(NC(CC1)=O)=O